O1CCC(=CC1)C=1C2=C(C(=NC1)OC)N=C(S2)N 7-(3,6-Dihydro-2H-pyran-4-yl)-4-methoxy-thiazolo[4,5-c]pyridin-2-ylamine